N-(4-((S)-2-(4-chlorophenyl)propyl)-6-(((R)-1-hydroxy-4-methylpent-2-yl)amino)-1,3,5-triazin-2-yl)methanesulfonamide ClC1=CC=C(C=C1)[C@H](CC1=NC(=NC(=N1)N[C@@H](CO)CC(C)C)NS(=O)(=O)C)C